N-(1-((4-(cyclopropylamino)-3,4-dioxo-1-(2-oxopyrrolidin-3-yl)butan-2-yl)amino)-4-methyl-1-oxopentan-2-yl)-9-hydroxy-9H-fluorene-9-carboxamide C1(CC1)NC(C(C(CC1C(NCC1)=O)NC(C(CC(C)C)NC(=O)C1(C2=CC=CC=C2C=2C=CC=CC12)O)=O)=O)=O